OCC[NH+]1C(N(C(C=C1C)C)C)=O 1,2-dihydro-1-(2-hydroxyethyl)-3,4,6-trimethyl-2-oxo-pyrimidinium